FC1=NN(C=2C=CC3=C(C12)C=C(N3)C3=C(C=CC=C3)C)S(=O)(=O)C3=CC=CC=C3 1-fluoro-3-(phenylsulfonyl)-7-(o-tolyl)-3,6-dihydropyrrolo[3,2-e]indazole